6-cyano-5-(4-fluorophenyl)-1-methyl-4-oxo-1,4-dihydropyridine-3-carboxamide C(#N)C1=C(C(C(=CN1C)C(=O)N)=O)C1=CC=C(C=C1)F